N-{4-[4-amino-7-methyl-5-(4-(1-oxa-6-azaspiro[3.3]heptane-6-carbonyl)phenyl)-7H-pyrrolo[2,3-d]pyrimidin-6-yl]phenyl}-2-methylprop-2-enamide NC=1C2=C(N=CN1)N(C(=C2C2=CC=C(C=C2)C(=O)N2CC1(CCO1)C2)C2=CC=C(C=C2)NC(C(=C)C)=O)C